6-methyl-pyridin CC1=CC=CC=N1